O1CCC(=CCC1)C1=NC(=CC=N1)N1N=C(C=C1)C=1C=C(C=CC1)C 2,3,6,7-tetrahydrooxepin-4-yl-6-(3-(m-tolyl)-1H-pyrazol-1-yl)pyrimidine